t-Butyl (1-(benzo[d]thiazole-2-sulfonamido)-3-(t-butoxy)-1-oxobutan-2-yl)carbamate S1C(=NC2=C1C=CC=C2)S(=O)(=O)NC(C(C(C)OC(C)(C)C)NC(OC(C)(C)C)=O)=O